({[bis(2-methoxyphenyl)phosphino]methoxy}methyl)bis(2-methoxyphenyl)phosphine COC1=C(C=CC=C1)P(C1=C(C=CC=C1)OC)COCP(C1=C(C=CC=C1)OC)C1=C(C=CC=C1)OC